OC1(COC1)CNC1=C(C=C(C(=O)OCC)C=C1)[N+](=O)[O-] ethyl 4-(((3-hydroxyoxetan-3-yl) methyl) amino)-3-nitrobenzoate